N(=[N+]=[N-])CCCNC(CSC=1N(C=CC(N1)=O)[C@@H]1O[C@@H]([C@H]([C@H]1O)O)CO)=O N-(3-azidopropyl)-2-((1-((2R,3R,4S,5R)-3,4-dihydroxy-5-(hydroxymethyl)-tetrahydrofuran-2-yl)-4-oxo-1,4-dihydropyrimidin-2-yl)-thio)acetamide